1-(2-hydroxy-2-methylpropyl)-3-(4-methanesulfonylphenyl)-6-{4-[1-(propan-2-yl)piperidin-4-yl]phenyl}-1,2-dihydroquinolin-2-one OC(CN1C(C(=CC2=CC(=CC=C12)C1=CC=C(C=C1)C1CCN(CC1)C(C)C)C1=CC=C(C=C1)S(=O)(=O)C)=O)(C)C